CSC1=C(SC=C1)B(O)O 3-(METHYLTHIO)THIOPHEN-2-YLBORONIC ACID